6-hydroxy-N-valylcarbamoyladenosine OC1(C2=NCN([C@H]3[C@H](O)[C@H](O)[C@@H](CO)O3)C2=NC=N1)NC(NC([C@@H](N)C(C)C)=O)=O